OC=1C=C(C=CC1OC)CCC(=O)C1=C(C=C(C=C1O)O)O 3-(3-hydroxy-4-methoxyphenyl)-1-(2,4,6-trihydroxyphenyl)propan-1-one